FC(C1=NC(=NO1)C=1C=C2CCC(C2=CC1)NC(=O)C1=NC(=NO1)C)F N-(5-(5-(difluoromethyl)-1,2,4-oxadiazol-3-yl)-2,3-dihydro-1H-inden-1-yl)-3-methyl-1,2,4-oxadiazole-5-carboxamide